C(C)C=1C=CC=2N(C1C(O)C=1N=NN(C1)C1=CC=C(C=C1)OC)C=NC2 (6-ethyl-imidazo[1,5-a]pyridin-5-yl)-[1-(4-methoxy-phenyl)-1H-[1,2,3]triazol-4-yl]-methanol